7-(2-chlorophenyl)-3-(isoquinolin-4-yl)quinazoline-2,4(1H,3H)-dione ClC1=C(C=CC=C1)C1=CC=C2C(N(C(NC2=C1)=O)C1=CN=CC2=CC=CC=C12)=O